ClC1=CC=C(C=C1)CCC(=O)N(C)C 3-(4-chlorophenyl)-N,N-dimethylpropionamide